8-cyclobutoxy-2-((1S,4R)-1-methyl-2-oxabicyclo[2.2.1]hept-4-yl)-N-(pyridin-2-yl)imidazo[1,2-a]pyridine-6-carboxamide C1(CCC1)OC=1C=2N(C=C(C1)C(=O)NC1=NC=CC=C1)C=C(N2)[C@@]21CO[C@@](CC2)(C1)C